5-methoxy-4-nitrobenzamide COC=1C(=CC=C(C(=O)N)C1)[N+](=O)[O-]